ethyl 2-isopropylthiazole-4-carboxylate C(C)(C)C=1SC=C(N1)C(=O)OCC